C(C)C(CO)(CO)CO 2-Ethyl-2-(hydroxymethyl)-1,3-propandiol